3-(4-hydroxyphenyl)propan-2-one OC1=CC=C(C=C1)CC(C)=O